4-(3,4-dimethylpiperazin-1-yl)-2-fluoro-5-nitroaniline CC1CN(CCN1C)C1=CC(=C(N)C=C1[N+](=O)[O-])F